COC(=O)C1=NN(N=C1)C1=NC=C(C=C1Cl)N(C(=O)OC(C)(C)C)C(=O)OC(C)(C)C 2-[5-[bis(tert-butoxycarbonyl)amino]-3-chloro-2-pyridinyl]triazole-4-carboxylic acid methyl ester